formAldehyde C=O